9,9',9'',9'''-(4-(4,6-diphenyl-1,3,5-triazin-2-yl)-6-(2,6-diphenylpyridin-3-yl)benzene-1,2,3,5-tetrayl)tetrakis(3-methyl-9H-carbazole) C1(=CC=CC=C1)C1=NC(=NC(=N1)C1=CC=CC=C1)C1=C(C(=C(C(=C1N1C2=CC=CC=C2C=2C=C(C=CC12)C)C=1C(=NC(=CC1)C1=CC=CC=C1)C1=CC=CC=C1)N1C2=CC=CC=C2C=2C=C(C=CC12)C)N1C2=CC=CC=C2C=2C=C(C=CC12)C)N1C2=CC=CC=C2C=2C=C(C=CC12)C